FC1=C(C#N)C=CC(=C1)C1=CC(=CC=2N1N=CN2)N2C(OCC2)=O 2-fluoro-4-[7-(2-oxo-1,3-oxazolidin-3-yl)-[1,2,4]triazolo[1,5-a]pyridin-5-yl]benzonitrile